3-fluoro-2,2',5-trichlorobiphenyl FC=1C(=C(C=C(C1)Cl)C1=C(C=CC=C1)Cl)Cl